Cl.S1C(=CC=C1)/C=C/C1=NN(C=C1)C(=O)OC[C@@H](C(=O)OC)N (S)-2-amino-3-methoxy-3-oxopropyl (E)-3-(2-(thiophen-2-yl)vinyl)-1H-pyrazole-1-carboxylate hydrochloride